C1(=CC(=CC=C1)N[C@@H]1CN(CC1)CC(=O)N1[C@@H](CC(C1)(F)F)C#N)C1=CC=CC=C1 (S)-1-(2-((S)-3-([1,1'-biphenyl]-3-ylamino)pyrrolidin-1-yl)acetyl)-4,4-difluoropyrrolidine-2-carbonitrile